P(=O)(O)(O)OC[C@H]([C@H]([C@@H]([C@H](C(=O)O)O)O)O)O.NC1=C(C=C(C=C1)C1=CC(=C(C=C1)N)C(F)(F)F)C(F)(F)F 4,4'-diamino-3,3'-bistrifluoromethyl-biphenyl 6-phospho-D-gluconate